N-[2-methyl-5-[[2-(2-methylpyrrolidin-1-yl)acetyl]amino]-3-pyridyl]-2-(6-oxaspiro[2.5]octan-2-yl)-1H-pyrrolo[2,3-b]pyridine-5-carboxamide CC1=NC=C(C=C1NC(=O)C=1C=C2C(=NC1)NC(=C2)C2CC21CCOCC1)NC(CN1C(CCC1)C)=O